(3S)-3-{[2-(4-methoxyphenyl)[1,2,4]triazolo[1,5-c]quinazolin-5-yl]amino}azepin-2-one COC1=CC=C(C=C1)C1=NN2C(=NC=3C=CC=CC3C2=N1)NC=1C(N=CC=CC1)=O